[(2R,3S,4R,5R)-5-[2-cyano-4-(cyclobutyl-amino)pyrrolo[2,3-d]-pyrimidin-7-yl]-3,4-dihydroxy-tetrahydro-furan-2-yl]methoxy-methylphosphonic acid C(#N)C=1N=C(C2=C(N1)N(C=C2)[C@H]2[C@@H]([C@@H]([C@H](O2)COCP(O)(O)=O)O)O)NC2CCC2